4-amino-7-cyano-8-(2-fluoropyridin-3-yl)-N-propylisoquinoline-3-carboxamide NC1=C(N=CC2=C(C(=CC=C12)C#N)C=1C(=NC=CC1)F)C(=O)NCCC